6-but-3-enyl-4-[3-(5-methyl-1,3,4-oxadiazol-2-yl)phenyl]-1H-pyrrolo[2,3-c]pyridin-7-one C(CC=C)N1C(C2=C(C(=C1)C1=CC(=CC=C1)C=1OC(=NN1)C)C=CN2)=O